4-((4-((benzyloxy)carbonyl)-5-methoxy-2,3-dimethylphenoxy)carbonyl)-2,3,5-trimethylphenyl 4-((4-(benzyloxy)-2-methoxy-6-methyl benzoyl)oxy)-3-bromo-2-hydroxy-5,6-dimethylbenzoate C(C1=CC=CC=C1)OC1=CC(=C(C(=O)OC2=C(C(=C(C(=O)OC3=C(C(=C(C(=C3)C)C(=O)OC3=C(C(=C(C(=C3)OC)C(=O)OCC3=CC=CC=C3)C)C)C)C)C(=C2C)C)O)Br)C(=C1)C)OC